1-(1-((1s,4s)-4-isopropylcyclohexyl)piperidin-4-yl)-2-oxo-3-(pyrrolidin-3-ylmethyl)indoline-5-carboxamide C(C)(C)C1CCC(CC1)N1CCC(CC1)N1C(C(C2=CC(=CC=C12)C(=O)N)CC1CNCC1)=O